FC=1C(=CC=2C3=C(NC(C2C1)=O)COC[C@H]3N(C(=O)C=3NC1=CC=C(C=C1C3)CC)C)F (S)-N-(8,9-Difluoro-6-oxo-1,4,5,6-tetrahydro-2H-pyrano[3,4-c]isoquinolin-1-yl)-5-ethyl-N-methyl-1H-indole-2-carboxamide